C(#N)C1=CC(=C(C=C1)[C@@]1(OC2=C(O1)C=CC=C2C2CCN(CC2)CC2=NC1=C(N2C[C@H]2OCC2)C=C(C=C1)C(=O)O)C)F 2-({4-[(2S)-2-(4-cyano-2-fluorophenyl)-2-methyl-1,3-benzodioxol-4-yl]piperidin-1-yl}methyl)-1-[(2S)-oxetan-2-ylmethyl]-1H-benzimidazole-6-carboxylic acid